C1(CC=CC2=CC3=CC4=CC=CC=C4C=C3C=C12)C(=O)N dihydronaphthaceneamide